C1(CCCC1)COC1=CC(=C(C(=O)NS(=O)(=O)N2CCC(CC2)OC2CN(C2)C)C=C1C)F 4-(cyclopentylmethoxy)-2-fluoro-5-methyl-N-((4-((1-methylazetidin-3-yl)oxy)piperidin-1-yl)sulfonyl)benzamide